ClC1=C(C=C(C=C1)[C@@H](CO)N1C(N[C@](C1=O)(CC(C)(C)C)C1=CC=C(C=C1)C(NO)=N)=NC(OCC1=CC=CC=C1)=O)N1N=CN=C1 benzyl ((R)-1-((S)-1-(4-chloro-3-(1H-1,2,4-triazol-1-yl)phenyl)-2-hydroxyethyl)-4-(4-(N-hydroxycarbamimidoyl)phenyl)-4-neopentyl-5-oxoimidazolidin-2-ylidene)carbamate